C(C1=CC=CC=C1)OCC(/C=C/[B-](F)(F)F)(F)F.[K+] Potassium (E)-(4-(Benzyloxy)-3,3-Difluorobut-1-En-1-Yl)Trifluoroborate